(1-methyl-1H-pyrazolo[3,4-b]pyridin-3-yl)methanone CN1N=C(C=2C1=NC=CC2)C=O